Nα-phenyl-N-(4-pyridyl)-phenylalaninamide C1(=CC=CC=C1)N[C@@H](CC1=CC=CC=C1)C(=O)NC1=CC=NC=C1